COC(=O)C=1C(C=C(NC1C)C)C1=CC(=CC=C1)[N+](=O)[O-] 2,6-dimethyl-4-(m-nitrophenyl)-1,4-dihydropyridine-5-carboxylic acid methyl ester